CN1N=CC(=C1)C=1C=CC=2N(N1)N=CC2N2CCN(CC2)C(=O)OC(C)(C)C tert-butyl 4-[6-(1-methyl-1H-pyrazol-4-yl)pyrazolo[1,5-b]pyridazin-3-yl]piperazine-1-carboxylate